5a-cholestan-3-one C[C@H](CCCC(C)C)[C@H]1CC[C@@H]2[C@@]1(CC[C@H]3[C@H]2CC[C@@H]4[C@@]3(CCC(=O)C4)C)C